5-(2-{3-[(4-methanesulfonylphenoxy)methyl]-4-methylpyrrolidin-1-yl}ethyl)benzene-1,3-dicarbonitrile CS(=O)(=O)C1=CC=C(OCC2CN(CC2C)CCC=2C=C(C=C(C2)C#N)C#N)C=C1